ClC=1C=C(C=CC1OCC1=NC(=CC=C1)F)NC=1C2=C(N=CN1)NC=C2C2CCN(CC2)C(C=C)=O 1-(4-(4-((3-chloro-4-((6-fluoropyridin-2-yl)methoxy)phenyl)amino)-7H-pyrrolo[2,3-d]pyrimidin-5-yl)piperidin-1-yl)prop-2-en-1-one